tert-butyl (2-((1r,4r)-4-(hydroxymethyl)cyclohexyl)-2H-indazol-5-yl)carbamate OCC1CCC(CC1)N1N=C2C=CC(=CC2=C1)NC(OC(C)(C)C)=O